chloromethyl-vinyl-sodium ClCC=C[Na]